CCN1C[C@@]2([C@@H](C[C@@H]([C@@]34[C@@H]2[C@H]([C@@H](C31)[C@@]5([C@@H]6[C@H]4C[C@@]([C@@H]6O)([C@H]([C@@H]5O)OC)O)O)OC)OC)O)COC The molecule is a diterpene alkaloid with formula C25H41NO9 that is isolated from several Aconitum species. It has a role as a plant metabolite, a human urinary metabolite, a NF-kappaB inhibitor and a xenobiotic. It is a bridged compound, a diterpene alkaloid, an organic heteropolycyclic compound, a polyether, a tertiary amino compound, a pentol, a secondary alcohol and a tertiary alcohol. It derives from a hydride of an aconitane.